1-Methyl-4-(3-((4-methyl-1H-pyrazol-1-yl)methyl)phenyl)-1H-indazole CN1N=CC2=C(C=CC=C12)C1=CC(=CC=C1)CN1N=CC(=C1)C